The molecule is a polyprenyl glycosyl phosphate consisting of beta-D-ribose-5-phosphate attached at the 1-position to trans,octacis-decaprenyl phosphate via a glycosyl phosphate linkage. It is a conjugate acid of a trans,octacis-decaprenylphospho-beta-D-ribofuranose 5-phosphate(3-). CC(=CCC/C(=C/CC/C(=C\\CC/C(=C\\CC/C(=C\\CC/C(=C\\CC/C(=C\\CC/C(=C\\CC/C(=C\\CC/C(=C\\COP(=O)(O)O[C@H]1[C@@H]([C@@H]([C@H](O1)COP(=O)(O)O)O)O)/C)/C)/C)/C)/C)/C)/C)/C)/C)C